[Fe].CC1=C(NCCC2=NC(=CC=C2)CCNC2=C(C=CC=C2)C)C=CC=C1 2,6-bis-(2-methylanilinoethyl)pyridine iron